C1(CC(=O)OCC(OCC)O1)=O 2-(1-ethoxyethylene) malonate